6-(5-cyanopyrazin-2-ylamino)-N-cyclopentyl-4-(piperidin-4-ylmethylamino)pyridazine-3-carboxamide C(#N)C=1N=CC(=NC1)NC1=CC(=C(N=N1)C(=O)NC1CCCC1)NCC1CCNCC1